ClC1=C(C=CC=C1OC)N1N=CC2=C1COC[C@@H]2NC(=O)C2=NC=C1N2CCCC1 (R)-N-(1-(2-chloro-3-methoxyphenyl)-1,4,5,7-tetrahydropyrano[3,4-c]pyrazol-4-yl)-5,6,7,8-tetrahydroimidazo[1,5-a]pyridine-3-carboxamide